CN(C)CCCN1CN(CN(C1)CCCN(C)C)CCCN(C)C 1,3,5-Tris(dimethylaminopropyl)-hexahydro-s-triazin